ClC1=CC=C(C=C1)C1=CC=C(C=C1)OC1=CC=C(N)C=C1 4-(4'-chlorobiphenyl-4-yloxy)aniline